cis-5-cyclopropyl-7-fluoro-6,7-dihydro-5H-pyrrolo[1,2-b][1,2,4]triazole-2-carboxylic acid ethyl ester C(C)OC(=O)C=1N=C2N(N1)[C@@H](C[C@@H]2F)C2CC2